tert-Butyl N-[5-(1-isopropylpyrazol-4-yl)-1H-pyrrolo[3,2-b]pyridin-3-yl]carbamate C(C)(C)N1N=CC(=C1)C1=CC=C2C(=N1)C(=CN2)NC(OC(C)(C)C)=O